O=C1NC(CCC1N1C(C2=CC=CC(=C2C1=O)NCCOCCC(=O)N1CCN(CC1)C1=CC=C(C(=O)N2CCC(CC2)CCCCNC(\C=C\C=2C=NC=CC2)=O)C=C1)=O)=O (E)-N-(4-(1-(4-(4-(3-(2-((2-(2,6-dioxopiperidin-3-yl)-1,3-dioxoisoindolin-4-yl)amino)ethoxy)propanoyl)piperazin-1-yl)benzoyl)piperidin-4-yl)butyl)-3-(pyridin-3-yl)acrylamide